C(C)OC(=O)C1=C(C=CC2=CC=CC=C12)C1=NC=CC2=CC(=CC=C12)CC(C)C 2-(6-isobutylisoquinolin-1-yl)-1-naphthoic acid ethyl ester